benzyl 3,6-dihydroxypyridine-1(2H)-carboxylate OC=1CN(C(=CC1)O)C(=O)OCC1=CC=CC=C1